N3-(3,4-difluorophenyl)-N3-(2-((tetrahydro-2H-pyran-2-yl)oxy)ethyl)-4H-1,2,4-triazole-3,5-diamine FC=1C=C(C=CC1F)N(C1=NN=C(N1)N)CCOC1OCCCC1